BrC1=CC2=C(OC=C2CBr)C2=C1OC=C2 5-bromo-3-(bromomethyl)benzo[1,2-b:3,4-b']difuran